Methyl (6-methyl-4-oxo-4,5-dihydro-3H-pyrrolo[3,2-d]pyrimidin-2-yl)carbamate CC1=CC=2N=C(NC(C2N1)=O)NC(OC)=O